BrC=1C=CC=2C(NS(C=3C=CC=C(NCCCC4CC(N(C2N1)C4)(C)C)N3)(=O)=O)=O 8-bromo-12,12-dimethyl-2λ6-thia-3,9,11,18,23-pentaazatetracyclo[17.3.1.111,14.05,10]tetracosa-1(23),5(10),6,8,19,21-hexaene-2,2,4-trione